OC1(CC(C1)C(=O)N1CC2(C1)C[C@@H](CC2)C2=NC1=C(N2C)C=CC=C1)C |r| (rac)-((1s,3s)-3-Hydroxy-3-methylcyclobutyl)(6-(1-methyl-1H-benzo[d]imidazol-2-yl)-2-azaspiro[3.4]octan-2-yl)methanon